ClC=1C=C(C=CC1)C1=CC(=NC=N1)C(=O)O 6-(3-chloro-phenyl)-pyrimidine-4-carboxylic acid